methyl 7-bromo-1-((E)-3-((2R,3S)-3-hydroxypiperidin-2-yl) allyl)-1H-indole-3-carboxylate dihydrochloride Cl.Cl.BrC=1C=CC=C2C(=CN(C12)C\C=C\[C@H]1NCCC[C@@H]1O)C(=O)OC